1-(2-chlorophenyl)-3-(1-methyl-1H-benzo[d]imidazol-6-yl)-4-(methylamino)-7-(trifluoromethyl)-1,8-naphthyridin-2(1H)-one ClC1=C(C=CC=C1)N1C(C(=C(C2=CC=C(N=C12)C(F)(F)F)NC)C=1C=CC2=C(N(C=N2)C)C1)=O